C(C1=CC=CC=C1)OCCC1C2(C3=CC=CC=C3C1)CCC(CC2)(C(=O)O)NC2=CC(=CC=C2)Cl (1r,4r)-2'-[2-(benzyloxy)ethyl]-4-(3-chloroanilino)-2',3'-dihydrospiro[cyclohexane-1,1'-indene]-4-carboxylic acid